[N+](=O)([O-])O nitroalcohol